S1C(NC=C1)N 2H-Thiazol-2-amine